Cis-(+)-4-(trifluoromethyl)-6-(((2-(4-(5-(trifluoromethyl)pyrimidin-2-yl)piperazine-1-carbonyl)cyclopropyl)methyl)amino)pyridazin-3(2H)-one FC(C=1C(NN=C(C1)NC[C@H]1[C@H](C1)C(=O)N1CCN(CC1)C1=NC=C(C=N1)C(F)(F)F)=O)(F)F